1-(4-([1,1'-Biphenyl]-2-ylsulfonyl)phenyl)-3-(oxazol-5-ylmethyl)urea C1(=C(C=CC=C1)S(=O)(=O)C1=CC=C(C=C1)NC(=O)NCC1=CN=CO1)C1=CC=CC=C1